3,3-dimethyl-2-Butanol CC(C(C)O)(C)C